β-methacryloyloxyethyldimethoxymethylsilane C(C(=C)C)(=O)OCC[SiH2]C(OC)OC